C(C)(=O)O[C@H]1[C@H](O[C@@H]([C@H]([C@@H]1OC(C)=O)OC(C)=O)COC(C)=O)CCC(=O)N 3-(2,3,4,6-tetra-O-acetyl-α-D-glucopyranosyl)propioamide